C(C1=CC=CC=C1)N1C(C2(CC2)CC1=O)C(C(=O)O)=O 2-{5-benzyl-6-oxo-5-azaspiro[2.4]heptan-4-yl}-2-oxoacetic acid